N1=C(C=CC(=C1)N(C(C1=CC=CC=C1)=O)CCCN(C)C)C1=NC=CC=C1 N-([2,2'-bipyridin]-5-yl)-N-(3-(dimethylamino)propyl)benzamide